C(CCCCCCCCCCCCCCC)(=O)N(CCS(=O)(=O)O)C N-palmitoyl-methyl-taurine